1-(1-(difluoromethyl)cyclopropane-1-carbonyl)-4-methylpiperidin FC(C1(CC1)C(=O)N1CCC(CC1)C)F